N1(CCCC1)CCCOC1=CC=C(C=C1)C=1NC2=CC=CC=C2C(C1O)=O 2-(4-(3-(pyrrolidin-1-yl)propoxy)phenyl)-3-hydroxyquinolin-4(1H)-one